OC1=C(C(N(C=C1C)C)=O)NC(N[C@@H](CC(=O)OCC)C=1SC=C(C1)C1=CC=CC=C1)=O Ethyl (S)-3-(3-(4-Hydroxy-1,5-dimethyl-2-oxo-1,2-dihydropyridin-3-yl)ureido)-3-(4-phenylthiophen-2-yl)propanoat